N,N'-dipropyl-ethylenediamine C(CC)NCCNCCC